4-(2-{[(4aS,7aR)-1-methyl-octahydro-1H-cyclopenta[b]pyridin-4a-yl]methoxy}-8-fluoro-4-(1,4-oxazepan-4-yl)pyrido[4,3-d]pyrimidin-7-yl)-5-chloronaphthalen-2-ol CN1[C@H]2[C@@](CCC1)(CCC2)COC=2N=C(C1=C(N2)C(=C(N=C1)C1=CC(=CC2=CC=CC(=C12)Cl)O)F)N1CCOCCC1